F[P-](F)(F)(F)(F)F.[N+](=O)([O-])C=1C=CC2=C(N(N=N2)O[P+](N2CCCC2)(N2CCCC2)N2CCCC2)C1 ([(6-nitrobenzotriazol-1-yl)oxy])Tris(pyrrolidinyl)phosphonium hexafluorophosphate